(1s,4s)-4-(5-chloro-4-((4-((2-(methoxymethyl)phenyl)amino)-5-(trifluoromethyl)pyrimidin-2-yl)amino)-1H-pyrazol-1-yl)-1-(ethylimino)hexahydro-1λ6-thiopyran 1-oxide ClC1=C(C=NN1C1CCS(CC1)(=NCC)=O)NC1=NC=C(C(=N1)NC1=C(C=CC=C1)COC)C(F)(F)F